N-(methylsulfonyl)cyclopropane-1-carboxamide CS(=O)(=O)NC(=O)C1CC1